ClC=1C=CC(=C(C1)N1CC(N(CC1=O)C(C(=O)OC(C)(C)C)CC1=NN(C=C1)C1CC1)=O)N1N=NC(=C1)Cl tert-butyl 2-(4-(5-chloro-2-(4-chloro-1H-1,2,3-triazol-1-yl)phenyl)-2,5-dioxopiperazin-1-yl)-3-(1-cyclopropyl-1H-pyrazole-3-yl)propanoate